N'-(3-methyl-2-hydroxybenzylidene)-2-(3-chlorophenoxy)-2-methylpropanehydrazide CC=1C(=C(C=NNC(C(C)(C)OC2=CC(=CC=C2)Cl)=O)C=CC1)O